3,5-dichloro-N-(4-(N-(4-fluorophenyl)sulfamoyl)phenyl)benzenesulfonamide ClC=1C=C(C=C(C1)Cl)S(=O)(=O)NC1=CC=C(C=C1)S(NC1=CC=C(C=C1)F)(=O)=O